cyanoethyl N,N,N',N'-tetraisopropylphosphorodiamidite C(C)(C)N(P(OCCC#N)N(C(C)C)C(C)C)C(C)C